2-[5-[4-(6-chloro-5-fluoro-indolin-1-yl)quinazolin-6-yl]-3-pyridyl]propan-2-ol ClC1=C(C=C2CCN(C2=C1)C1=NC=NC2=CC=C(C=C12)C=1C=C(C=NC1)C(C)(C)O)F